ClC=1C(=NC(=NC1)NC1=CC=C(C=C1)N1CCN(CC1)C)NC1=CC(=CC=C1)OC(C)C 5-Chloro-N4-[3-(1-methylethoxy)phenyl]-N2-(4-(4-methylpiperazinyl)phenyl)pyrimidine-2,4-diamine